2-[3-(3-cyclopropyl-4-methylpiperazin-1-yl)-1,2,4-triazin-6-yl]-5-(1H-pyrazol-4-yl)phenol C1(CC1)C1CN(CCN1C)C=1N=NC(=CN1)C1=C(C=C(C=C1)C=1C=NNC1)O